8-cyclopentyl-2-(methylsulfonyl)pyrido[2,3-d]pyrimidin-7(8H)-one C1(CCCC1)N1C(C=CC2=C1N=C(N=C2)S(=O)(=O)C)=O